1-(4-fluoro-3-(3-morpholinoquinoxaline-6-carbonyl)phenyl)-3-(3-fluoro-4-(trifluoromethyl)phenyl)urea FC1=C(C=C(C=C1)NC(=O)NC1=CC(=C(C=C1)C(F)(F)F)F)C(=O)C=1C=C2N=C(C=NC2=CC1)N1CCOCC1